(2-chloro-4-(trifluoromethyl)phenyl)-2-(2-(4,7-dihydro-5H-thieno[2,3-c]pyran-2-yl-5,5-d2)-5-ethyl-7-oxo-6-(piperazin-1-yl)-[1,2,4]triazolo[1,5-a]pyrimidin-4(7H)-yl)acetamide ClC1=C(C=CC(=C1)C(F)(F)F)C(C(=O)N)N1C=2N(C(C(=C1CC)N1CCNCC1)=O)N=C(N2)C2=CC1=C(COC(C1)([2H])[2H])S2